1-(3-(5,7-dimethoxythiazolo[4,5-b]pyridin-6-yl)-1H-pyrrolo[2,3-b]pyridin-6-yl)-3-(2-(dimethylamino)ethyl)urea diformate C(=O)O.C(=O)O.COC1=C(C(=C2C(=N1)N=CS2)OC)C2=CNC1=NC(=CC=C12)NC(=O)NCCN(C)C